(1r,3r)-3-(4-fluoro-3-(trifluoromethyl)phenoxy)-N-((8-nitroisoquinolin-5-yl)methyl)cyclobutan-1-amine FC1=C(C=C(OC2CC(C2)NCC2=C3C=CN=CC3=C(C=C2)[N+](=O)[O-])C=C1)C(F)(F)F